N-(3-methoxybenzyl)-4-((2-(3-methoxybenzyloxy)ethoxy)methyl)-N-(quinolin-6-ylmethyl)oxazol-2-amine COC=1C=C(CN(C=2OC=C(N2)COCCOCC2=CC(=CC=C2)OC)CC=2C=C3C=CC=NC3=CC2)C=CC1